4-ACETYLBENZENE C(C)(=O)C1=CC=CC=C1